8-amino-N-(2-(2,6-dioxopiperidin-3-yl)-1,3-dioxoisoindolin-4-yl)octanamide hydrochloride Cl.NCCCCCCCC(=O)NC1=C2C(N(C(C2=CC=C1)=O)C1C(NC(CC1)=O)=O)=O